FC1=C(C=C(C(=C1)C)C1=CC(=NC(=C1)N1CCOCC1)OCCO)NC(=O)N1C[C@H](CC1)CC(F)(F)F (3R)-N-[2-fluoro-5-[2-(2-hydroxyethoxy)-6-(morpholin-4-yl)pyridin-4-yl]-4-methylphenyl]-3-(2,2,2-trifluoroethyl)pyrrolidine-1-carboxamide